SCCC(=O)[O-] 3-Mercaptopropionate